N-(2'-(rac-(syn)-4,4-difluoro-2-methylcyclohexyl)-3-fluoro-[2,4'-bipyridin]-3'-yl)-2-methoxypyrimidine-5-carboxamide FC1(CC(C(CC1)C1=NC=CC(=C1NC(=O)C=1C=NC(=NC1)OC)C1=NC=CC=C1F)C)F